1-[(4-methoxyphenyl)methyl]-4-{[2-(oxan-2-yloxy)ethoxy]methyl}pyrrolidin-2-one COC1=CC=C(C=C1)CN1C(CC(C1)COCCOC1OCCCC1)=O